2-[4-(4-Methoxyphenyl)-1H-pyrazol-3-yl]-1-methyl-2,3-dihydro-1H-quinazolin-4-one COC1=CC=C(C=C1)C=1C(=NNC1)C1N(C2=CC=CC=C2C(N1)=O)C